((4S,5S)-5-(2-aminophenyl)-2,2-diethyl-1,3-dioxolan-4-yl)methanol NC1=C(C=CC=C1)[C@H]1[C@@H](OC(O1)(CC)CC)CO